5-(((trans-3-(3-cyclopropyl-4-(2-hydroxycyclohexyl)-1H-pyrazol-1-yl)cyclobutyl)methyl)amino)-2-(2,6-dioxopiperidin-3-yl)isoindoline-1,3-dione C1(CC1)C1=NN(C=C1C1C(CCCC1)O)[C@@H]1C[C@H](C1)CNC=1C=C2C(N(C(C2=CC1)=O)C1C(NC(CC1)=O)=O)=O